NC1=NC=2C=CC(=CC2C2=C1[C@@H](OC2)C)C(=O)N(CC2=NC=C(C=C2)C(F)(F)F)CC[C@@H]2C[C@H](C2)O (3S)-4-amino-N-(2-(trans-3-hydroxycyclobutyl)ethyl)-3-methyl-N-((5-(trifluoromethyl)-2-pyridinyl)methyl)-1,3-dihydrofuro[3,4-c]quinoline-8-carboxamide